C(#N)C1=CC=C(C=C1)C1(CCOCC1)NC(=O)[C@H]1N(C[C@@H](C1)O)C([C@H](C(C)(C)C)N1N=NC(=C1)C1CC1)=O (2S,4r)-N-[4-(4-cyanophenyl)tetrahydropyran-4-yl]-1-[(2S)-2-(4-cyclopropyltriazol-1-yl)-3,3-dimethyl-butyryl]-4-hydroxy-pyrrolidine-2-carboxamide